C(OCC1=CC=C(C=C1)NC(C)=O)(OC1=CC=C(C=C1)[N+](=O)[O-])=O 4-acetamidobenzyl (4-nitrophenyl) carbonate